OC1CCC12CCN(CC2)C(=O)OC(C)(C)C tert-butyl 1-hydroxy-7-azaspiro[3.5]nonane-7-carboxylate